COC=1C(=CC2=CN(N=C2C1)C1CCC(CC1)CO)N(C(=O)N)C1=CC(=CC=C1)C(F)(F)F 6-methoxy-2-[(1R,4R)-4-hydroxymethylcyclohexyl]indazol-5-yl-1-[3-(trifluoromethyl)phenyl]urea